N-(1-methylcyclopropyl)-2-(pyridin-3-yl)-2H-indazole-4-carboxamide CC1(CC1)NC(=O)C=1C2=CN(N=C2C=CC1)C=1C=NC=CC1